1-Methyl-1H-pyrazole-4-carboxylic acid (4-methoxy-7-morpholin-4-yl-thiazolo[4,5-c]pyridin-2-yl)-amide COC1=NC=C(C2=C1N=C(S2)NC(=O)C=2C=NN(C2)C)N2CCOCC2